3-(4-(7-((2-(trimethylsilyl)ethoxy)methyl)-7H-pyrrolo[2,3-d]pyrimidin-4-yl)-1H-pyrazol-1-yl)propionitrile C[Si](CCOCN1C=CC2=C1N=CN=C2C=2C=NN(C2)CCC#N)(C)C